N-(5-chloro-6-(2H-1,2,3-triazol-2-yl)pyridin-3-yl)-2,3-difluoro-8,8-dimethyl-7,8-dihydro-6H-cyclopenta[e]pyrazolo[1,5-a]pyrimidine-6-carboxamide ClC=1C=C(C=NC1N1N=CC=N1)NC(=O)C1CC(C2=C1C=NC=1N2N=C(C1F)F)(C)C